ClC=1C=C2C(=C(C(N3C2=C(C1C1=C(C=CC=C1O)F)OCC3)=O)C#N)N3[C@H](CNCC3)C 9-chloro-10-(2-fluoro-6-hydroxyphenyl)-7-((S)-2-methylpiperazin-1-yl)-5-oxo-3,5-dihydro-2H-[1,4]oxazino[2,3,4-ij]quinoline-6-carbonitrile